ClC1=C(C=CC(=C1)F)C(C)NC1=CC(=C(C(=O)N[C@H](C)\C=C\S(=O)(=O)C)C=C1)F 4-((1-(2-Chloro-4-fluorophenyl)ethyl)amino)-2-fluoro-N-((R,E)-4-(methylsulfonyl)but-3-en-2-yl)benzamide